(2-((3-((6-amino-8-bromo-2-fluoro-9H-purin-9-yl)methyl)benzyl)oxy)-5-(trifluoromethyl)pyridin-4-yl)methanol NC1=C2N=C(N(C2=NC(=N1)F)CC=1C=C(COC2=NC=C(C(=C2)CO)C(F)(F)F)C=CC1)Br